BrC1=CC=CC(=N1)C(=O)NC1=CC(=C(C=C1)NC1=NC(=NC=C1OC)N1CCNCC1)C 6-bromo-N-(4-((5-methoxy-2-(piperazin-1-yl)pyrimidin-4-yl)amino)-3-methylphenyl)pyridineamide